CS(=NC(C1=CC=CC=C1)=O)(CC=1N=C2N(C=CC(=C2)C2=NOC(=N2)C(F)(F)F)C1)=O N-(methyl(oxo)((7-(5-(trifluoromethyl)-1,2,4-oxadiazol-3-yl)imidazo[1,2-a]pyridin-2-yl)methyl)-λ6-sulfanylidene)benzamide